benzyl (1-(tert-butyl)-5-(trans-3-hydroxycyclopentyl)-1H-pyrazol-3-yl)carbamate C(C)(C)(C)N1N=C(C=C1[C@@H]1C[C@H](CC1)O)NC(OCC1=CC=CC=C1)=O